(6R)-17-Amino-12-(1-bicyclo[1.1.1]pentanyl)-6-hydroxy-6,15-bis(trifluoromethyl)-19-oxa-3,4,12,18-tetrazatricyclo[12.3.1.12,5]nonadeca-1(18),2,4,14,16-pentaen-13-one NC1=CC(=C2C(N(CCCCC[C@@](C3=NN=C(C1=N2)O3)(C(F)(F)F)O)C32CC(C3)C2)=O)C(F)(F)F